Cl.COC[C@@H]1N(CCNC1)C1=NC=CC=N1 (R)-2-(2-(methoxymethyl)piperazin-1-yl)pyrimidine hydrochloride